(R)-2-(3-fluoro-2-methoxy-5-(methoxymethyl)phenyl)-2-((R)-3-((5-(5,6,7,8-tetrahydro-1,8-naphthyridin-2-yl)pentyl)oxy)pyrrolidin-1-yl)acetic acid FC=1C(=C(C=C(C1)COC)[C@H](C(=O)O)N1C[C@@H](CC1)OCCCCCC1=NC=2NCCCC2C=C1)OC